6-Hydroxy-2'-((4-(pentafluoro-λ6-sulfaneyl)phenyl)amino)-[3,3'-bipyridine]-5-carbonitrile OC1=C(C=C(C=N1)C=1C(=NC=CC1)NC1=CC=C(C=C1)S(F)(F)(F)(F)F)C#N